C(C=C)N1C(=O)N(C(=O)C(=C1Cl)CC)CC 1-allyl-3,5-diethyl-6-chlorouracil